4-[[3-fluoro-2-methoxy-propyl]-[4-(5,6,7,8-tetrahydro-1,8-naphthyridin-2-yl)butyl]amino]-2-[[2-hydroxy-2-phenyl-propanoyl]amino]butanoic acid FCC(CN(CCC(C(=O)O)NC(C(C)(C1=CC=CC=C1)O)=O)CCCCC1=NC=2NCCCC2C=C1)OC